1-methyl-7-phenyl-1,4-diazepane CN1CCNCCC1C1=CC=CC=C1